7-bromo-2,2-dimethyl-heptanoic acid BrCCCCCC(C(=O)O)(C)C